N[C@H]1CN(C[C@@H](C1)F)C(=O)C1=CC2=C(C(=C(O2)C=2N(C3=C(C=CC=C3C2)OCCO)CC2CC2)CCO)C(=C1)OC ((3R,5R)-3-amino-5-fluoropiperidin-1-yl)(2-(1-(cyclopropylmethyl)-7-(2-hydroxyethoxy)-1H-indol-2-yl)-3-(2-hydroxyethyl)-4-methoxybenzofuran-6-yl)methanone